1,1-dibutyl-piperidinium tert-butyl-4-[2-[1-cyclopropyl-2-[4-(ethylsulfonylamino)-2-(6-methyl-7-oxo-1H-pyrrolo[2,3-c]pyridin-4-yl)phenoxy]ethoxy]ethoxy]piperidine-1-carboxylate C(C)(C)(C)OC(=O)N1CCC(CC1)OCCOC(COC1=C(C=C(C=C1)NS(=O)(=O)CC)C=1C2=C(C(N(C1)C)=O)NC=C2)C2CC2.C(CCC)[N+]2(CCCCC2)CCCC